8-bromo-4-iodoindolo[2,1-b]quinazoline-6,12-dione BrC=1C=C2C(C3=NC4=C(C=CC=C4C(N3C2=CC1)=O)I)=O